C(=O)O.N1(CCC1)C1=NN=C(C2=CC=C(C=C12)NC(C=C)=O)N1C[C@@H](CC1)NC1=NC=C(C=N1)C#N (R)-N-(4-(azetidin-1-yl)-1-(3-((5-cyanopyrimidin-2-yl)amino)pyrrolidin-1-yl)phthalazin-6-yl)acrylamide formate